2,6,10-trimethyl-9-undecanal CC(C)CCCC(CCC(C(C)C)=O)C